C(C)(C)(C)OC(N(CC(C)(C)C1=NC(=CC=C1[N+](=O)[O-])OC)CC1=C(C=CC(=C1)F)Br)=O (2-bromo-5-fluorobenzyl)(2-(6-methoxy-3-nitropyridin-2-yl)-2-methylpropyl)-carbamic acid tert-butyl ester